CC1=CC=C(C=C1)S(=O)(=O)O.NC1=C2C(=NC=N1)N(N=C2C2=CC(=C(C=C2)OC(C)C)F)[C@@H](C)C=2OC1=CC=C(C=C1C(C2C2=CC(=CC=C2)F)=O)F (S)-2-(1-(4-amino-3-(3-fluoro-4-isopropoxyphenyl)-1H-pyrazolo[3,4-d]pyrimidin-1-yl)ethyl)-6-fluoro-3-(3-fluorophenyl)-4H-chromen-4-one p-toluenesulfonic acid salt